tert-butyl [(3S,SR)-1-(5-amino-2,3-dihydrofuro[2,3-b]pyridin-4-yl)-5-methylpiperidin-3-yl]carbamate NC=1C(=C2C(=NC1)OCC2)N2C[C@H](C[C@@H](C2)C)NC(OC(C)(C)C)=O |&1:14|